3-(methoxycarbonyl)bicyclo[2.2.1]hept-5-ene-2-carboxylic acid COC(=O)C1C(C2C=CC1C2)C(=O)O